1-(2,2-difluorocyclopropyl)-1H-pyrazol FC1(C(C1)N1N=CC=C1)F